1,5-bis(2-chlorophenyl)pentan-1,4-dien-3-one ClC1=C(C=CC=C1)C=CC(C=CC1=C(C=CC=C1)Cl)=O